3-(3-hydroxy-4-phosphonooxyphenyl)propanoic acid OC=1C=C(C=CC1OP(=O)(O)O)CCC(=O)O